3-methyl-5,5-diethylhydantoin CN1C(NC(C1=O)(CC)CC)=O